C(SCCCCCCCCCCCCC)OB(O)O 2-thia-pentadecyl-boric acid